1-((S)-3-hydroxy-4-((3R,5R,8R,9R,10S,13R,14S,17R)-3-hydroxy-3,13-dimethylhexadecahydro-1H-cyclopenta[a]phenanthren-17-yl)-2-methylbutan-2-yl)-1H-pyrazole-4-carbonitrile O[C@H](C(C)(C)N1N=CC(=C1)C#N)C[C@H]1CC[C@H]2[C@@H]3CC[C@@H]4C[C@](CC[C@@H]4[C@H]3CC[C@]12C)(C)O